N1C(=NC2=C1C=CC=C2)CN(CCCCN)C2CCCC=1C=CC=NC21 N'-(1H-benzimidazol-2-yl-methyl)-N'-(5,6,7,8-tetrahydroquinoline-8-yl)-butane-1,4-diamine